FC=1C(=C(C=CC1F)[C@H]1CO[C@]([C@H]1C)(C(F)(F)F)C)O (2S,3S,4S,5R)-3-(3,4-difluoro-2-hydroxy-phenyl)-4,5-dimethyl-5-(trifluoromethyl)tetrahydrofuran